glycollactam C1(CON1)=O